2-(4-(4-ethoxy-6-((4-Methoxybenzyl)oxy)pyridin-3-yl)-2-fluorophenyl)acetic acid C(C)OC1=C(C=NC(=C1)OCC1=CC=C(C=C1)OC)C1=CC(=C(C=C1)CC(=O)O)F